N1C=C(C2=CC=CC=C12)C[C@@H](C(=O)N[C@H](C(=O)OC(C)C)CCC(C=[N+]=[N-])=O)OCC(C)=O isopropyl (S)-2-((S)-3-(1H-indol-3-yl)-2-(2-oxopropoxy)propanamido)-6-diazo-5-oxohexanoate